2-[4-(benzhydrylideneamino)pyrazolo[3,4-b]pyridin-1-yl]-2-methyl-propanenitrile C(C1=CC=CC=C1)(C1=CC=CC=C1)=NC1=C2C(=NC=C1)N(N=C2)C(C#N)(C)C